C[C@@H]1N(CC1)C=1N=C(C2=C(N1)CCC2)C2=NN(C=C2)CCC(=O)O (S)-3-(3-(2-(2-methylazetidin-1-yl)-6,7-dihydro-5H-cyclopenta[d]pyrimidin-4-yl)-1H-pyrazol-1-yl)propanoic acid